(pyrrolidin-2-yl)methanone hydrochloride Cl.N1C(CCC1)C=O